thiodiethyl bis[3-(3,5-di-tert-butyl-4-hydroxyphenyl) propionate] C(C)(C)(C)C=1C=C(C=C(C1O)C(C)(C)C)CCC(=O)OCCSCCOC(CCC1=CC(=C(C(=C1)C(C)(C)C)O)C(C)(C)C)=O